2,4-DIMETHYL-5-VINYLTHIAZOLE CC=1SC(=C(N1)C)C=C